COC1=CC=CC2=C1SCO2 4-methoxybenzo[d][1,3]oxathiol